FC=1C=NC=NC1N1C(COCC1)C1=NC=C(C=C1)C(F)(F)F 5-fluoro-6-(3-(5-(trifluoromethyl)pyridin-2-yl)morpholino)pyrimidin